2,2',4'-trihydroxybenzophenone OC1=C(C(=O)C2=C(C=C(C=C2)O)O)C=CC=C1